2-(bromomethyl)-1-(3,4-dimethoxyphenyl)prop-2-en BrCC(CC1=CC(=C(C=C1)OC)OC)=C